1-[(2-chloro-5-fluorophenyl)methyl]-6-[4-fluoro-6-(trifluoromethyl)-1H-1,3-benzodiazol-2-yl]piperidin-2-one ClC1=C(C=C(C=C1)F)CN1C(CCCC1C1=NC2=C(N1)C=C(C=C2F)C(F)(F)F)=O